(2S)-5-(2-chlorophenyl)-1-(2'-methoxy-[1,1'-biphenyl]-4-carbonyl)-4,4-dimethylpyrrolidine-2-carboxylic acid ClC1=C(C=CC=C1)C1C(C[C@H](N1C(=O)C1=CC=C(C=C1)C1=C(C=CC=C1)OC)C(=O)O)(C)C